C1(=CC=CC=C1)N(C1(CC(=CC(=C1N(C1=CC=CC=C1)C1=CC=CC=C1)C1=CC(=CC=C1)C=1C=NC=CC1)C1=CC(=CC=C1)C=1C=NC=CC1)C1=CC(=CC=C1)C=1C=NC=CC1)C1=CC=CC=C1 (1,6-bis(diphenylamino))1,3,5-tris(m-pyridin-3-ylphenyl)benzene